3-(3-cyclopropyl-phenoxy)-N-[2-(2,4-dichlorophenyl)-2-fluoro-ethyl]-5-fluoro-pyridine-4-carboxamide C1(CC1)C=1C=C(OC=2C=NC=C(C2C(=O)NCC(F)C2=C(C=C(C=C2)Cl)Cl)F)C=CC1